ClC=1C=C(C=CC1N1CCOCC1)N1C(=NC=2C1=NC(=CC2)C2=CC(=NC=C2)N)C 4-(3-(3-chloro-4-morpholinophenyl)-2-methyl-3H-imidazo[4,5-b]pyridin-5-yl)pyridin-2-amine